5-CHLORO-3-(2,6-DIFLUOROPHENYL)-1-METHYL-1H-PYRAZOLE-4-CARBOXALDEHYDE ClC1=C(C(=NN1C)C1=C(C=CC=C1F)F)C=O